FC(C(=O)O)(F)F.N1CC(C1)N1C(C2=CC=C(C=C2C1)NC(=O)[C@@H]1O[C@]([C@H]([C@H]1C1=C(C(=C(C=C1)F)F)OCCOC)C)(C(F)(F)F)C)=O (2R,3S,4S,5R)-N-(2-(azetidin-3-yl)-1-oxoisoindolin-5-yl)-3-(3,4-difluoro-2-(2-methoxyethoxy)phenyl)-4,5-dimethyl-5-(trifluoromethyl)tetrahydrofuran-2-carboxamide (trifluoroacetate)